CC=1C=C(C=NC1)NC(C(=O)N1[C@H](CCCC1)C=1C=C(C=CC1)C)=O N-(5-methyl-3-pyridyl)-2-[(2R)-2-(m-tolyl)-1-piperidyl]-2-oxo-acetamide